C1(CC1)CN(C1CCN(CC1)C1=C(C(N(C=2C=CC(=NC12)C#N)C)=O)[N+](=O)[O-])C1=CC=CC=C1 8-(4-((cyclopropylmethyl)(phenyl)amino)piperidin-1-yl)-5-methyl-7-nitro-6-oxo-5,6-dihydro-1,5-naphthyridine-2-carbonitrile